NC(CN1N=CC2=CC=C(C(=C12)OC)NC1=CC(=NC=C1C(=O)NC([2H])([2H])[2H])NC(=O)C1CC1)=O 4-((1-(2-Amino-2-oxoethyl)-7-methoxy-1H-indazol-6-yl)amino)-6-(cyclopropanecarboxamido)-N-(methyl-d3)nicotinamide